(2R,3S)-methyl-3-(2-iodophenyl)-1,4-dioxaspiro[4.4]nonane-2-carboxylate COC(=O)[C@@H]1OC2(O[C@H]1C1=C(C=CC=C1)I)CCCC2